2-methyl-N-(1-methylpiperidin-4-yl)-4-(4,4,5,5-tetramethyl-1,3,2-dioxaborolan-2-yl)benzamide CC1=C(C(=O)NC2CCN(CC2)C)C=CC(=C1)B1OC(C(O1)(C)C)(C)C